N12CC2(C1)C1SCC1O (1-azabicyclo[1.1.0]butan-3-yl)thietane-3-ol